ClC=1C=C(C=CC1)C1=NOC(=N1)C1CCN(CC1)C=1SC2=C(C(N1)=O)C=C(C(=C2[N+](=O)[O-])C)C(F)(F)F 2-(4-(3-(3-chlorophenyl)-1,2,4-oxadiazol-5-yl)piperidin-1-yl)-7-methyl-8-nitro-6-(trifluoromethyl)-4H-benzo[e][1,3]thiazin-4-one